methyl (E)-2-[2-(6-(2-cyanophenoxy)pyrimidin-4-yloxy)phenyl]-3-methoxyacrylate C(#N)C1=C(OC2=CC(=NC=N2)OC2=C(C=CC=C2)/C(/C(=O)OC)=C\OC)C=CC=C1